1-[2-[3-fluoro-7-(4-fluoro-2-methoxy-phenyl)-4-(1,2,3,4-tetrahydroisoquinolin-6-yl)thieno[3,2-c]pyridin-6-yl]-6,7-dihydro-4H-thiazolo[5,4-c]pyridin-5-yl]prop-2-en-1-one FC1=CSC2=C1C(=NC(=C2C2=C(C=C(C=C2)F)OC)C=2SC=1CN(CCC1N2)C(C=C)=O)C=2C=C1CCNCC1=CC2